C(C)OC(=O)C=1N=C(SC1)C1=CC=C(C=C1)C(C)C.COC1=C(OCCC2=CC(=C(C=C2)OC)OC)C(=CC=C1)OC 2-(2,6-dimethoxyphenoxy)-1-(3,4-dimethoxyphenyl)ethane Ethyl-2-(4-isopropylphenyl)thiazole-4-carboxylate